C(C)(C)(C)N(C(=O)OC(COC(CCC=C(CCC=C(CCC=C(C)C)C)C)=O)CO)[C@@H](CO)C1=CC=C(C=C1)Br O-(5,9,13-trimethyltetradeca-4,8,12-trienoyl)glycerol tert-butyl-[(1R)-1-(4-bromophenyl)-2-hydroxyethyl]carbamate